OC[C@H]1N(CCN(C1)C1=NC=C(C=N1)C(F)(F)F)C(=O)OC(C)(C)C tert-Butyl (S)-2-(hydroxymethyl)-4-(5-(trifluoromethyl)pyrimidin-2-yl)piperazine-1-carboxylate